C1=CNSC=C1 THIAZINE